6-(1H-benzo[d]imidazol-4-yl)-N-(2-fluorophenyl)-9,10-dihydro-8H-pyrido[1,6-a:2,3-d']dipyrimidin-2-amine N1C=NC2=C1C=CC=C2C2=CC1=C(N=C(N=C1)NC1=C(C=CC=C1)F)N1C2=NCCC1